C(C)(C)(C)N(C(=O)OCC1C2CNCC12)CC1=CC=C(C=C1)N1C(=NC=2C1=NC=C(C2)Br)C=2C(=NC=CC2)N (3-azabicyclo[3.1.0]hexan-6-yl)methanol tert-Butyl-N-[[4-[2-(2-amino-3-pyridyl)-6-bromo-imidazo[4,5-b]pyridin-3-yl]phenyl]methyl]carbamate